CC12CC3CC(CC(C1)C3)C2 5-Methyladamantan